C1(=CC=CC=C1)S(=O)(=O)NC=1C=CC(=C(C1)/C=C/CCCOC1=C(C=CC=C1)CCC(=O)O)C(F)(F)F 3-[2-[(E)-5-[5-(Benzenesulfonamido)-2-(trifluoromethyl)phenyl]pent-4-enoxy]phenyl]propanoic acid